1-((4,4-difluorocyclohexyl)methyl)-3-methyl-4-(trifluoromethyl)-1H-pyrazole FC1(CCC(CC1)CN1N=C(C(=C1)C(F)(F)F)C)F